dibenzylcyclotetradecan-5-one C(C1=CC=CC=C1)C1(CCCCCCC(CCCCCC1)=O)CC1=CC=CC=C1